Dimethylsilanediyl-(4-ferrocenyl-2-isopropylindenyl)(2,3,4,5-tetramethylcyclopentadienyl)zirconium dichloride [Cl-].[Cl-].C[Si](=[Zr+2](C1C(=C(C(=C1C)C)C)C)C1C(=CC2=C(C=CC=C12)[C-]1C=CC=C1)C(C)C)C.[CH-]1C=CC=C1.[Fe+2]